tert-butyl (3-(2-chloro-5-(7-(methylsulfonyl)benzo[d]imidazo[2,1-b]thiazol-2-yl)phenoxy)propyl)carbamate ClC1=C(OCCCNC(OC(C)(C)C)=O)C=C(C=C1)C=1N=C2SC3=C(N2C1)C=CC(=C3)S(=O)(=O)C